(3-isopropyl-2-oxoimidazolidin-1-yl)-4-((3-methoxy-4-(2-methyl-2H-1,2,3-triazol-4-yl)pyridin-2-yl)amino)-N-(methyl-d3)nicotinamide C(C)(C)N1C(N(CC1)C1=C(C(=O)NC([2H])([2H])[2H])C(=CC=N1)NC1=NC=CC(=C1OC)C1=NN(N=C1)C)=O